3-[N',N''-bis(2-tertbutyloxycarbonylaminoethyl)guanidino]-N,N-dipalmitylpropionamide C(C)(C)(C)OC(=O)NCCN=C(NCCC(=O)N(CCCCCCCCCCCCCCCC)CCCCCCCCCCCCCCCC)NCCNC(=O)OC(C)(C)C